(S)-5-phenyl-2-((1R,3S)-3-(pyridin-2-yl)cyclobutyl)-2,5,6,7-tetrahydro-3H-pyrrolo[2,1-c][1,2,4]triazol-3-one C1(=CC=CC=C1)[C@@H]1CCC2=NN(C(N21)=O)C2CC(C2)C2=NC=CC=C2